4-((2s,4r)-4-cyclobutyl-1-((5-methoxy-7-methyl-1H-indol-4-yl)methyl)piperidin-2-yl)benzoic acid C1(CCC1)[C@H]1C[C@H](N(CC1)CC1=C2C=CNC2=C(C=C1OC)C)C1=CC=C(C(=O)O)C=C1